ON=NC1=CC=C(C=C1)C(=O)O hydroxyazobenzene-4-carboxylic acid